C(C)(=O)NNCCS(=O)(=O)O N-(acetamido)-2-aminoethansulfonic acid